2-((3aR,5r,6aS)-5-benzyl-5-hydroxyhexahydrocyclopenta[c]pyrrol-2(1H)-yl)-1-(4'-fluoro-[1,1'-biphenyl]-4-yl)ethanone C(C1=CC=CC=C1)C1(C[C@@H]2[C@@H](CN(C2)CC(=O)C2=CC=C(C=C2)C2=CC=C(C=C2)F)C1)O